ClC1=CC=C(C=C1)C1=CC2=C(N=CN(C2=O)C2=CC(=CC=C2)O)C(=N1)C=1C=NN(C1)C 6-(4-Chlorophenyl)-3-(3-hydroxyphenyl)-8-(1-methyl-1H-pyrazol-4-yl)pyrido[3,4-d]pyrimidin-4(3H)-one